FC=1C=C2C=C(NC2=CC1F)C(=O)N1CC=2C(CC1)=NOC2C(=O)N[C@@H](C(F)F)C 5-(5,6-difluoro-1H-indole-2-carbonyl)-N-[(2R)-1,1-difluoropropan-2-yl]-4H,5H,6H,7H-[1,2]oxazolo[4,3-c]pyridine-3-carboxamide